cyclohexane-1,4-dimethanol dimethacrylate C(C(=C)C)(=O)OCC1CCC(CC1)COC(C(=C)C)=O